NCC1=C(N)C(=CC=C1)Br 2-(aminomethyl)-6-bromoaniline